COC1=C(C(=CC=C1)OC)C1=C(C=CC2=CC=CC=C12)OC 1-(2,6-dimethoxyphenyl)-2-methoxynaphthalene